O=C(CCOCCOCCOCCOCCOCCOCCOC)NCCOCCOCCOCCOCCOCCOCCC(=O)O 23-oxo-2,5,8,11,14,17,20,27,30,33,36,39,42-tridecaoxa-24-azapentatetracontan-45-oic acid